FC1=CC=C(CNC(=O)NC2CC3(C2)CC(C3)C(=O)N3CCN(CC3)CC(C)(C)O)C=C1 1-(4-fluorobenzyl)-3-(6-(4-(2-hydroxy-2-methylpropyl)piperazine-1-carbonyl)spiro[3.3]heptan-2-yl)urea